O1N=C(C2=C1C=CC=C2)NS(=O)(=O)C2=C(C=CC(=C2)OC)OC N-(benzo[d]isoxazol-3-yl)-2,5-dimethoxybenzene-sulfonamide